C1=CC(=CC=2OC3=CC=CC=C3SC12)C(=O)NCC(=O)N1CC2(OCCO2)C[C@H]1C(=O)NCC1=CC=2C=NC=CC2S1 (S)-7-((phenoxathiine-3-carbonyl)glycyl)-N-(thieno[3,2-c]pyridin-2-ylmethyl)-1,4-dioxa-7-azaspiro[4.4]nonane-8-carboxamide